1-[8-amino-7-fluoro-6-(8-methyl-2,3-dihydro-1H-pyrido[2,3-b][1,4]oxazin-7-yl)-3-isoquinolinyl]-3-(cyclopropylmethyl)urea NC=1C(=C(C=C2C=C(N=CC12)NC(=O)NCC1CC1)C1=C(C2=C(OCCN2)N=C1)C)F